tert-butyl 4-chloro-3,5-diaminobenzoate ClC1=C(C=C(C(=O)OC(C)(C)C)C=C1N)N